ClC1=C(C=CC=C1[N+](=O)[O-])[N+](=O)[O-] o-chloronitronitrobenzene